(4-(((R)-1-hydroxy-4-methylpent-2-yl)amino)-6-((R)-2-(3,4,5-trifluorophenyl)propyl)-1,3,5-triazin-2-yl)methanesulfonamide OC[C@@H](CC(C)C)NC1=NC(=NC(=N1)C[C@@H](C)C1=CC(=C(C(=C1)F)F)F)CS(=O)(=O)N